C1(=CC=CC=C1)P([C-]1C=CC=C1)C1=CC=CC=C1.[C-]1(C=CC=C1)P(C1=CC=CC=C1)C1=CC=CC=C1.[Fe+2] 1,1'-bisdiphenylphosphino-ferrocene